((1S,2R,4R)-tert-butyl 2-((6-(2,6-dichloro-3,5-dimethoxyphenyl) quinazolin-2-yl) amino)-4-(dimethylcarbamoyl) cyclopentyl) carbamate C(N)(O[C@]1([C@@H](C[C@H](C1)C(N(C)C)=O)NC1=NC2=CC=C(C=C2C=N1)C1=C(C(=CC(=C1Cl)OC)OC)Cl)C(C)(C)C)=O